C(C)[C@@]1(CS(C2=C(N(C1)C1=CC=CC=C1)C=C(C(=C2)O\C=C(\C(=O)OCC)/F)SC)(=O)=O)CCC ethyl (R)-(Z)-3-((3-Ethyl-7-(methylthio)-1,1-dioxido-5-phenyl-3-propyl-2,3,4,5-tetrahydro-1,5-benzothiaazepin-8-yl) oxy)-2-fluoroacrylate